FC1=C(C(=O)NC=2C=C(C=NC2)C(=O)N)C(=CC=C1C(F)(F)F)OC1=C(C=C(C=C1)OC(F)(F)F)OC 5-[[2-fluoro-6-[2-methoxy-4-(trifluoromethoxy)phenoxy]-3-(trifluoromethyl)benzoyl]amino]pyridine-3-carboxamide